C(C)(C)(C)OC(=O)N1C2CNCC1CC2C2=CC(=CC1=CC=C(C(=C21)C#C[Si](C(C)C)(C(C)C)C(C)C)F)OCOC 7-(7-fluoro-3-(methoxymethoxy)-8-((triisopropylsilyl)ethynyl)naphthalen-1-yl)-3,8-diazabicyclo[3.2.1]octane-8-carboxylic acid tert-butyl ester